(2S-cis)-(+)-2,3-dihydro-3-hydroxy-2-(4-methoxyphenyl)-1,5-benzothiazepine O[C@@H]1[C@@H](SC2=C(N=C1)C=CC=C2)C2=CC=C(C=C2)OC